dihydroxy-methylbutanoic acid OC(C(C(=O)O)C)(C)O